ClC=1C=CC(=C(C1)NCC1=C(C#N)C=CC=C1)[N+](=O)[O-] (((5-chloro-2-nitrophenyl)amino)methyl)benzonitrile